O1CCC(CC1)NC1=NC=CC(=N1)C1=CC=C2CN(C(C2=C1)=O)CC(=O)O (6-{2-[(oxacyclohex-4-yl)amino]pyrimidin-4-yl}-1-oxo-2,3-dihydro-1H-isoindol-2-yl)acetic acid